C(CC)OCCC monon-propylether